N=1C=2N(C(C1)=O)C=CC2 3H-pyrrolo[1,2-a]imidazol-3-one